Diethyl 1-[2-(2-fluoro-3,4-dimethylphenyl)-2-oxoethyl]-1H-pyrazole-3,5-dicarboxylate FC1=C(C=CC(=C1C)C)C(CN1N=C(C=C1C(=O)OCC)C(=O)OCC)=O